3-(3,4-Difluorophenyl)-1-methylazetidine-3-carboxylic acid ethyl ester C(C)OC(=O)C1(CN(C1)C)C1=CC(=C(C=C1)F)F